C1(=CCCC1)C=1C(=C(C(=CC1)[N+](=O)[O-])N1CCN(CC1)C)C(F)(F)F (2R)-4-[3-(cyclopenta-1-en-1-yl)-6-nitro-2-(trifluoromethyl)phenyl]-1-methylpiperazine